ClC1=CC2=C(N3[C@@H](CNS2(=O)=O)COCC3)N=C1 (S)-3-Chloro-6,7,7a,8,10,11-hexahydro-[1,4]oxazino[3,4-d]pyrido[2,3-f][1,2,5]thiadiazepine 5,5-dioxide